OCC=1C=CC(=C(C1)S(=O)(=O)N)OC(F)(F)F 5-(hydroxymethyl)-2-(trifluoromethoxy)benzene-1-sulfonamide